5-(N-(4-chloro-2-((N-(furan-2-ylmethyl)cyclobutanecarboxamido)methyl)phenyl)-N-ethylsulfamoyl)-3-Methylbenzofuran-2-carboxylic acid ethyl ester C(C)OC(=O)C=1OC2=C(C1C)C=C(C=C2)S(N(CC)C2=C(C=C(C=C2)Cl)CN(C(=O)C2CCC2)CC=2OC=CC2)(=O)=O